N-(5-(2-(((1r,4r)-4-aminocyclohexyl)amino)-7-methylquinazolin-6-yl)-6-methylpyridin-2-yl)-2-chlorobenzenesulfonamide NC1CCC(CC1)NC1=NC2=CC(=C(C=C2C=N1)C=1C=CC(=NC1C)NS(=O)(=O)C1=C(C=CC=C1)Cl)C